C(C)(=O)NC(C(=O)OCCOCCCC)CC=1N=C(SC1Cl)Cl 2-butoxyethyl 2-acetamido-3-(2,5-dichloro-1,3-thiazol-4-yl)propanoate